methyl 3-(ethyl(tetrahydro-2H-pyran-4-yl)amino)-2-methyl-5-(1-morpholino-2,3-dihydro-1H-inden-5-yl)benzoate C(C)N(C=1C(=C(C(=O)OC)C=C(C1)C=1C=C2CCC(C2=CC1)N1CCOCC1)C)C1CCOCC1